C(CCCCCCCCCCCCCCCCC)OC=1C=C(C(=O)N2C(N([C@H]3C[C@](O)([C@@H](CO)O3)[Si](C3=CC=CC=C3)(C(C)C)C(C)C)C=C(C2=O)C)=O)C=C(C1OCCCCCCCCCCCCCCCCCC)OCCCCCCCCCCCCCCCCCC N3-[3,4,5-tris(octadecyloxy)benzoyl]-3'-diisopropylphenylsilyldeoxythymidine